NC1=NC=C(C=2N=C(N=CC21)NC2CCC(CC2)O)C(F)(F)F (1S,4S)-4-((5-amino-8-(trifluoromethyl)pyrido[4,3-d]pyrimidin-2-yl)amino)cyclohexan-1-ol